3,3'-(1,4-didodecylpiperazine-1,4-diium-1,4-diyl)bis(propane-1-sulfonate) C(CCCCCCCCCCC)[N+]1(CC[N+](CC1)(CCCCCCCCCCCC)CCCS(=O)(=O)[O-])CCCS(=O)(=O)[O-]